methyl 6-bromo-4'-oxo-2,3,3',4',5',6'-hexahydrospiro[indene-1,2'-pyran]-5'-carboxylate BrC1=CC=C2CCC3(OCC(C(C3)=O)C(=O)OC)C2=C1